CCCCC/C=C\\C[C@H](/C=C/C=C\\CCCCC(=O)O)OO The molecule is a hydroperoxy fatty acid that is (6Z,8E,12Z)-octadecatrienoic acid in which the hydroperoxy group is located at the 10(R)-position. It derives from a gamma-linolenic acid. It is a conjugate acid of a 10(R)-HPO(6,8,12)TrE(1-).